t-butoxycarbonyl-4-diphenylphosphino-2-(diphenylphosphinomethyl)pyrrolidine C(C)(C)(C)OC(=O)N1C(CC(C1)P(C1=CC=CC=C1)C1=CC=CC=C1)CP(C1=CC=CC=C1)C1=CC=CC=C1